ClC=1C=C2C(=NC1C1=C(C(=CC=C1)C)C)C(=NN2C(=O)OC(C)(C)C)C=2C=NN(C2)C tert-butyl 6-chloro-5-(2,3-dimethylphenyl)-3-(1-methyl-1H-pyrazol-4-yl)-1H-pyrazolo[4,3-b]pyridine-1-carboxylate